(±)-4-(4-(Bicyclo[2.2.2]octan-2-yl)phenoxy)benzoic acid C12[C@@H](CC(CC1)CC2)C2=CC=C(OC1=CC=C(C(=O)O)C=C1)C=C2 |r|